C(=O)=C1CC[C@@H](N1)C(=O)OC Methyl (R)-5-carbonylpyrrolidine-2-carboxylate